methyl 3-(3-(3-fluoro-4-methyl-5-(6-(trifluoromethyl)pyrazolo[1,5-a]pyridine-3-carboxamido)phenyl)-1,2,4-oxadiazol-5-yl)azetidine-1-carboxylate FC=1C=C(C=C(C1C)NC(=O)C=1C=NN2C1C=CC(=C2)C(F)(F)F)C2=NOC(=N2)C2CN(C2)C(=O)OC